6-chloro-N-(4-(ethylthio)-2,5-difluorophenyl)pyrazolo[1,5-a]pyridine-3-sulfonamide ClC=1C=CC=2N(C1)N=CC2S(=O)(=O)NC2=C(C=C(C(=C2)F)SCC)F